2,4,6-tri-t-butylphenylcarbamat C(C)(C)(C)C1=C(C(=CC(=C1)C(C)(C)C)C(C)(C)C)NC([O-])=O